3,9-diazaspiro[5.5]undecane-3-carboxylic acid benzyl ester hydrochloride Cl.C(C1=CC=CC=C1)OC(=O)N1CCC2(CC1)CCNCC2